3-[9-[4-(2,5-dioxopyrrolidin-1-yl)-oxycarbonyl-2,6-dimethylphenoxy]-carbonylacridin-10-ium-10-yl]propane-1-sulfonate O=C1N(C(CC1)=O)OC(=O)C1=CC(=C(OC(=O)C=2C3=CC=CC=C3[N+](=C3C=CC=CC23)CCCS(=O)(=O)[O-])C(=C1)C)C